Methyl 2-ethoxy-3,3-difluoro-2-hydroxycyclopentane-1-carboxylate C(C)OC1(C(CCC1(F)F)C(=O)OC)O